(3aR,6aS)-5-(4,6-dimethylpyrimidin-2-yl)-2-(2-fluoro-6-(2H-1,2,3-triazol-2-yl)benzyl)hexahydropyrrolo[3,4-c]pyrrol-1(2H)-one CC1=NC(=NC(=C1)C)N1C[C@@H]2[C@H](C1)CN(C2=O)CC2=C(C=CC=C2N2N=CC=N2)F